N-[(1S)-1-(dicyclopropylmethyl)-2-[[5-(3,5-dimethylisoxazol-4-yl)-6-fluoro-2-pyridyl]amino]-2-oxo-ethyl]-2-ethyl-pyrazole-3-carboxamide C1(CC1)C([C@@H](C(=O)NC1=NC(=C(C=C1)C=1C(=NOC1C)C)F)NC(=O)C=1N(N=CC1)CC)C1CC1